2-[1-[2-(2-chlorophenyl)-3-(4-chlorophenyl)-5-[[2-(dimethylamino)-2-oxo-ethyl]-methyl-amino]pyrazolo[1,5-a]pyrimidin-7-yl]azetidin-3-yl]acetamide ClC1=C(C=CC=C1)C1=NN2C(N=C(C=C2N2CC(C2)CC(=O)N)N(C)CC(=O)N(C)C)=C1C1=CC=C(C=C1)Cl